BrC=1C=CC2=C(N=C(S2)C2CC3(CN(C3)C(=O)OC(C)(C)C)C2)C1 tert-butyl 6-(5-bromobenzo[d]thiazol-2-yl)-2-azaspiro[3.3]heptane-2-carboxylate